tert-butyl (S)-(1-hydroxy-4-methylpentan-2-yl)carbamate OC[C@H](CC(C)C)NC(OC(C)(C)C)=O